1-(4-tertiary butyl-phenyl)-2-(4-nitrophenyl)-2,3-dihydropyridin-4-one C(C)(C)(C)C1=CC=C(C=C1)N1C(CC(C=C1)=O)C1=CC=C(C=C1)[N+](=O)[O-]